C(#N)C(C)(C)C1=CC=2N(C=C1)C(=CN2)C2=CC(=C(C(=O)NC(CO)C1CC1)C(=C2)OC)OC(F)F 4-[7-(1-cyano-1-methyl-ethyl)imidazo[1,2-a]pyridin-3-yl]-N-(1-cyclopropyl-2-hydroxy-ethyl)-2-(difluoromethoxy)-6-methoxy-benzamide